N1=C(C=CC=C1)N1N=C2CCC(CC2=C1O)N1CCN(CC1)S(=O)(=O)C1=CC=C(C)C=C1 2-(Pyridin-2-yl)-5-(4-tosylpiperazin-1-yl)-4,5,6,7-tetrahydro-2H-indazol-3-ol